BrC1=CC=C(C(=O)N2C[C@@H](N(CC2)C(=O)OC(C)(C)C)CO)C=C1 tert-butyl (R)-4-(4-bromobenzoyl)-2-(hydroxymethyl)piperazine-1-carboxylate